N1=CC(=CC=C1)CNC1=NC=2N(C3=C1C=CN=C3)N=NC2C(=O)O 5-((pyridin-3-ylmethyl)amino)pyrido[4,3-e][1,2,3]triazolo[1,5-a]pyrimidine-3-carboxylic acid